8-((2-(2,6-dioxopiperidin-3-yl)-1-oxoisoindolin-4-yl)thio)-N,N,N-trimethyloctan-1-aminium chloride [Cl-].O=C1NC(CCC1N1C(C2=CC=CC(=C2C1)SCCCCCCCC[N+](C)(C)C)=O)=O